di-ethyltrimethylammonium C(C)C([NH+](C)C)CC